N1-methyl-4-(pyrazolo[1,5-a]pyridin-2-ylethynyl)-2,7-naphthyridine-1,6-diamine CNC1=NC=C(C2=CC(=NC=C12)N)C#CC1=NN2C(C=CC=C2)=C1